4-(4-(5-Cyanopyridin-2-yl)piperazine-1-carbonyl)-3,3-difluoropyrrolidine-1-carboxylic acid tert-butyl ester C(C)(C)(C)OC(=O)N1CC(C(C1)C(=O)N1CCN(CC1)C1=NC=C(C=C1)C#N)(F)F